C12=C3C4C1C4C32 PRISMEN